6-(nitrooxy)hexanoate [N+](=O)([O-])OCCCCCC(=O)[O-]